3-methyl-2-(2-((1-methylpiperidin-3-yl)amino)-[1,2,4]triazolo[1,5-a]pyrimidin-5-yl)-5-(trifluoromethyl)phenol CC=1C(=C(C=C(C1)C(F)(F)F)O)C1=NC=2N(C=C1)N=C(N2)NC2CN(CCC2)C